ClCC1=CC(=NC=C1)NC(CCC)=O N-(4-(chloromethyl)pyridin-2-yl)butyramide